(3S)-1-cyclopropyl-N-{6,7-dimethoxy-1H,2H,3H-cyclopenta[b]quinolin-9-yl}pyrrolidin-3-amine C1(CC1)N1C[C@H](CC1)NC1=C2C(=NC=3C=C(C(=CC13)OC)OC)CCC2